N-(3,3-diethoxypropyl)-14-hydrazino-14-oxo-3,6,9,12-tetraoxatetradecanamide C(C)OC(CCNC(COCCOCCOCCOCC(=O)NN)=O)OCC